(5R)-5-ethyl-5-methyl-3-[5-[(3,3,7-trimethyl-2H-benzofuran-4-yl)oxy]pyrazin-2-yl]imidazolidine-2,4-dione C(C)[C@@]1(C(N(C(N1)=O)C1=NC=C(N=C1)OC1=CC=C(C2=C1C(CO2)(C)C)C)=O)C